C1=CC=CC=2C1=C1C(C3=CC=CC=C3C(C1=CC2)=O)=O Benz[a]anthracene-7,12-dione